(1S,5R)-6-oxa-3-azabicyclo[3.2.1]octan [C@H]12CNC[C@H](OC1)C2